2-(octahydrocyclopenta[c]pyrrol-5-yl)acetic acid methyl ester COC(CC1CC2C(CNC2)C1)=O